CCCOC(=O)C1=CC=C(C=C1)OS(=O)(=O)[O-] The molecule is a phenyl sulfate oxoanion that is the conjugate base of propyl 4-hydroxybenzoate sulfate, obtained by deprotonation of the sulfo group; major species at pH 7.3. It is a conjugate base of a propyl 4-hydroxybenzoate sulfate.